10,10'-(11,12-difluorodibenzo[a,c]phenazine-3,6-diyl)bis(10H-phenoxazine) FC=1C=C2N=C3C4=C(C5=C(C3=NC2=CC1F)C=CC(=C5)N5C1=CC=CC=C1OC=1C=CC=CC51)C=C(C=C4)N4C5=CC=CC=C5OC=5C=CC=CC45